F[C@@H]1CN(CC[C@@H]1OC)C1=CC(=CC(=N1)N1N=CC=2C(=NC(=CC21)C=2C=NC=CC2OC)C)N2[C@@H]([C@H](C2)CS(=O)(=O)C)C 1-(6-((3R,4S)-3-Fluoro-4-methoxypiperidin-1-yl)-4-((2R,3S)-2-methyl-3-((methylsulfonyl)methyl)azetidin-1-yl)pyridin-2-yl)-6-(4-methoxypyridin-3-yl)-4-methyl-1H-pyrazolo[4,3-c]pyridine